6-chloro-4-(6,6-difluoro-1,4-diazepan-1-yl)-8-fluoro-7-(6-methyl-1H-indazol-7-yl)-2-(((S)-1-methylpyrrolidin-2-yl)methoxy)quinazoline ClC=1C=C2C(=NC(=NC2=C(C1C=1C(=CC=C2C=NNC12)C)F)OC[C@H]1N(CCC1)C)N1CCNCC(C1)(F)F